C1N(CCC2=CC=CC=C12)C[C@H]1[C@@H](OC(O1)(C)C)CN ((4S,5S)-5-((3,4-dihydroisoquinolin-2(1H)-yl)methyl)-2,2-dimethyl-1,3-dioxolan-4-yl)methylamine